C(#N)C1CCC(CC1)N1N=CC(=C1)NC1=NC=C(C(=N1)C1=C(C(=O)O)C=CC=C1)C (2-((1-(4-cyanocyclohexyl)-1H-pyrazol-4-yl)amino)-5-methylpyrimidin-4-yl)benzoic acid